4-(6-oxo-1,6-dihydropyridin-2-yl)-1-{[(2S)-5-oxopyrrolidin-2-yl]methoxy}-7-(propan-2-yloxy)isoquinoline-6-carboxamide O=C1C=CC=C(N1)C1=CN=C(C2=CC(=C(C=C12)C(=O)N)OC(C)C)OC[C@H]1NC(CC1)=O